6-chloro-N-[5-chloro-3-fluoro-6-(fluoromethyl)pyridin-2-yl]-1H-indole-3-sulfonamide ClC1=CC=C2C(=CNC2=C1)S(=O)(=O)NC1=NC(=C(C=C1F)Cl)CF